FC=1C(=NC(=NC1)N[C@H]1[C@@H](COCC1)O)C1=CC=C2C(C=C(N(C2=C1)C(C)C)CN1C[C@H](CCC1)C#N)=O (S)-1-((7-(5-fluoro-2-(((3S,4R)-3-hydroxytetrahydro-2H-pyran-4-yl)amino)pyrimidin-4-yl)-1-isopropyl-4-oxo-1,4-dihydroquinolin-2-yl)methyl)piperidine-3-carbonitrile